C1(CC1)[C@H](COC)N(C(C(=O)OCC(F)(F)F)=O)CC1=NC=C(C=C1)C(F)(F)F (R)-2,2,2-trifluoroethyl 2-((1-cyclopropyl-2-methoxyethyl) ((5-(trifluoromethyl)pyridin-2-yl)methyl)amino)-2-oxoacetate